N[C@@H]1[C@H](CCCC1)O (1S,2S)-trans-2-aminocyclohexanol